C(#C)C=1C(=CC=C2C=C(C=C(C12)C1=CC=C2C(=NC(=NC2=C1F)OCC12CCCN2CCC1)N1C[C@@H](NCC1)CC#N)O)F (S)-2-(4-(7-(8-ethynyl-7-fluoro-3-Hydroxynaphthalen-1-yl)-8-fluoro-2-((tetrahydro-1H-pyrrolizin-7a(5H)-yl)methoxy)quinazolin-4-yl)piperazine-2-yl)acetonitrile